C1(=CC=CC=C1)C(=C(C(=O)O)O)CCCCCCC phenyl-hydroxydecenoic acid